BrC1=CCC(CC1)OCC1CN(CCC1N)C1=NC=CC=C1 3-[[(4-bromocyclohex-3-en-1-yl)oxy]methyl]-1-(pyridin-2-yl)piperidin-4-amine